C(C)(=O)N(C(CS(=O)(=O)O)CCOCC=1C(O)=CC=CC1)C(C)=O N,N-diacetylsalicyloxyethyltaurine